Cl.Cl.CN1CC2(C1)CCNCC2 2-methyl-2,7-diaza-spiro[3.5]nonane dihydrochloride